OC1(CCN(CC1)C(C[C@@H](C)C1=CC=CC=C1)=O)CN1C(C=C(C=C1)C1=CC=CC=C1)=O (R)-1-((4-hydroxy-1-(3-phenylbutyryl)piperidin-4-yl)methyl)-4-phenylpyridin-2(1H)-one